bis(tricyclohexyl-phosphine) palladium [Pd].C1(CCCCC1)P(C1CCCCC1)C1CCCCC1.C1(CCCCC1)P(C1CCCCC1)C1CCCCC1